N[C@@H](CNC1=NC(=C2C(=N1)N(N=C2)C)NC2CC1(C2)CCC1)C1=CC=CC=C1 N6-[(2R)-2-amino-2-phenyl-ethyl]-1-methyl-N4-spiro[3.3]heptan-2-yl-pyrazolo[3,4-d]pyrimidine-4,6-diamine